C(#N)C1=CC2=C(C(=C(O2)C)C(=O)NC2C(CN(CC2)C(=O)OC(C)(C)C)(F)F)C=C1OCC=1C(=NC=CC1)C(F)(F)F tert-butyl 4-(6-cyano-2-methyl-5-((2-(trifluoromethyl)pyridin-3-yl)methoxy)-benzofuran-3-carboxamido)-3,3-difluoropiperidine-1-carboxylate